bis(2-aminoethyl)-2-aminosuccinate NCCOC(C(CC(=O)OCCN)N)=O